FC1(CC(CC1)C(=O)N1C[C@@]2(CC1)C=C(C(C(C2)(C)C)=O)C#N)F (5S)-2-(3,3-difluorocyclopentane-1-carbonyl)-9,9-dimethyl-8-oxo-2-azaspiro[4.5]dec-6-ene-7-carbonitrile